FC=1C(=NC=CC1)C1=NC=CC(=C1C(F)(F)F)C 3-fluoro-4'-methyl-3'-(Trifluoromethyl)-[2,2'-bipyridyl]